CN(S(=O)(=O)C1=CC=C(C=C1)NS(=O)(=O)C1=C(C=CC=C1)N1CCCCC1)C N,N-dimethyl-4-((2-(piperidin-1-yl)phenyl)sulfonamido)benzenesulfonamide